N,N-di(beta-hydroxyethyl)glycine, sodium salt [Na+].OCCN(CC(=O)[O-])CCO